C1(=CC=C(C=C1)C1=NC(=NC2=CC=CC=C12)Br)C1=CC=CC=C1 4-([1,1'-biphenyl]-4-yl)-2-bromoquinazoline